2'-fluoro-1,1':3',1''-terphenyl FC1=C(C=CC=C1C1=CC=CC=C1)C1=CC=CC=C1